NC=1C=2N(C(=C(N1)C=1C=C(C#N)C=CC1)C1=C(N=CO1)C)N=C(N2)C(C2=C(C=CC=C2F)F)N 3-(8-amino-2-(amino(2,6-difluorophenyl)methyl)-5-(4-methyl-oxazol-5-yl)-[1,2,4]triazolo[1,5-a]pyrazin-6-yl)benzonitrile